(S)-5-(((2-hydroxyethyl)(methyl)amino)methyl)-N-(3'-(5-(((1-hydroxypropan-2-yl)amino)methyl)-4-methoxypicolinamido)-2,2'-dimethyl-[1,1'-biphenyl]-3-yl)-4-methoxypicolinamide OCCN(C)CC=1C(=CC(=NC1)C(=O)NC=1C(=C(C=CC1)C1=C(C(=CC=C1)NC(C1=NC=C(C(=C1)OC)CN[C@H](CO)C)=O)C)C)OC